ethyl 5-bromo-3-[tert-butoxycarbonyl(methyl)amino]-3,4-dihydro-2H-thieno[3,4-b]pyran-7-carboxylate BrC=1SC(=C2OCC(CC21)N(C)C(=O)OC(C)(C)C)C(=O)OCC